COC(=O)C=1C=CC2=C(N(C(=N2)CC2=C(C=C(C=C2F)Br)F)C[C@H]2OCC2)C1 methyl-2-[(4-bromo-2,6-difluorophenyl) methyl]-1-{[(2S)-oxetan-2-yl] methyl}-1H-1,3-benzodiazole-6-carboxylate